C(=O)OC1=C(C=C2C=C(C=NC2=C1)Cl)C=1N=C2N(C=CC(=N2)C=2CC(NC(C2)(C)C)(C)C)C1 3-chloro-6-(7-(2,2,6,6-tetramethyl-1,2,3,6-tetrahydropyridin-4-yl)imidazo[1,2-a]pyrimidin-2-yl)quinolin-7-ol formate